ClC=1C=C(NC2=CC=C(C(=N2)C(=O)NCC(C)(C)C)OC)C=CC1C 6-(3-chloro-4-methyl-anilino)-N-(2,2-dimethylpropyl)-3-methoxy-pyridine-2-carboxamide